O1C(=NC=C1)C1=CC=C(C=N1)N 6-(oxazol-2-yl)pyridin-3-amine